4-(4-cyano-2-methoxyphenyl)-N-(2,4-dimethoxybenzyl)-2,8-dimethyl-5-oxo-1,4,5,6-tetrahydro-1,6-naphthyridine-3-carboxamide C(#N)C1=CC(=C(C=C1)C1C(=C(NC=2C(=CNC(C12)=O)C)C)C(=O)NCC1=C(C=C(C=C1)OC)OC)OC